[N+](=O)([O-])C1=CC=C(C=C1)S(=O)(=O)N1CCC(CC1)O 1-((4-nitrophenyl)sulfonyl)piperidin-4-ol